(benzyloxycarbonyl(methyl)amino)-2-azaspiro[3.3]heptane-2-carboxylate C(C1=CC=CC=C1)OC(=O)N(C)C1N(CC12CCC2)C(=O)[O-]